C(C)(C)(C)C1(N(CC1)C(=O)OC=1C=NC(=CC1)C(F)(F)F)NC1=CC(=C(C=C1)C)C(NC(C)C1=CC=CC=2OCCOC21)=O 6-(trifluoromethyl)pyridine-3-ol tert-Butyl-((3-((1-(2,3-dihydrobenzo[b][1,4]dioxin-5-yl)ethyl)carbamoyl)-4-methylphenyl)amino)azetidine-1-carboxylate